O=C1NC(CCC1N1C(C2=CC=C(C=C2C1=O)NCCCO)=O)=O 2-(2,6-dioxo-3-piperidinyl)-5-(3-hydroxypropylamino)isoindoline-1,3-dione